C1(CC1)N1C(NCC=2C1=NC(=NC2)NC2=C(C=C(C=C2)N2CCN(CC2)C)OC)=O 1-Cyclopropyl-7-((2-methoxy-4-(4-methylpiperazin-1-yl)phenyl)amino)-3,4-dihydropyrimido[4,5-d]pyrimidin-2(1H)-one